COCCN(C=1N=C(C2=C(N1)C(=NC(=N2)N(CCOC)CCOC)N(C)CC2=CC(=CC=C2)F)N2CC(N(CC2)C)=O)CCOC 4-(2,6-bis(bis(2-methoxyethyl)amino)-8-((3-fluorobenzyl)(methyl)amino)pyrimido[5,4-d]pyrimidin-4-yl)-1-methylpiperazin-2-one